8-bromo-N-((4r,5s,7r,8r,9s,10r)-8,10-dihydroxy-7-(hydroxymethyl)-9-(4-(3,4,5-trifluorophenyl)-1H-1,2,3-triazol-1-yl)-1,6-dioxaspiro[4.5]dec-4-yl)quinoline-5-carboxamide BrC1=CC=C(C=2C=CC=NC12)C(=O)N[C@@H]1CCO[C@]12O[C@@H]([C@@H]([C@@H]([C@H]2O)N2N=NC(=C2)C2=CC(=C(C(=C2)F)F)F)O)CO